4,9-dioxadodecane CCCOCCCCOCCC